COC([C@@](NC(=O)OC(C)(C)C)(CC(=O)O)C(=O)O)=O L-α-carboxy-N-t-butoxycarbonyl-aspartic acid monomethyl ester